CC(CCC)(C(C)C)NC(C1=CC=CC=C1)=O N-(1-methyl-1-isopropylbutyl)benzamide